C(C1=CC=CC=C1)(=O)N1CC(CCC1)NC(OC(C)(C)C)=O tert-butyl (1-benzoylpiperidin-3-yl)carbamate